FC1=C(C=C(C=C1)F)C1OC(=C(C1=O)OS(=O)(=O)C1=CC=CC=C1)N 2-(2,5-difluorophenyl)-4-[[phenylsulfonyl]oxy]-5-amino-3(2H)-furanone